C1(=CC=CC=C1)S(=O)(=O)NC=1C=CC(=C(C1)/C=C/[C@@H](CCOC1=C(C=CC=C1)CCC(=O)O)O)C(F)(F)F 3-[2-[(E,3R)-5-[5-(Benzenesulfonamido)-2-(trifluoromethyl)phenyl]-3-hydroxypent-4-enoxy]phenyl]propanoic acid